FC(C1=CC(=NN1)C(=O)N1CC2=C(NC=3C=CC(=CC23)C)C(C1)(C)C)(F)F [5-(Trifluoromethyl)-1H-pyrazol-3-yl]-(4,4,8-trimethyl-3,5-dihydro-1H-pyrido[4,3-b]indol-2-yl)methanone